7-chloro-8-fluoro-pyrido[4,3-d]pyrimidine-2,4-diol ClC1=C(C=2N=C(N=C(C2C=N1)O)O)F